OCC(=O)N[C@@H](C)C(=O)O (2-Hydroxyacetyl)-L-alanine